(5-chloro-1-(tetrahydro-2H-pyran-2-yl)-1H-indazol-6-yl)methanol ClC=1C=C2C=NN(C2=CC1CO)C1OCCCC1